6-chloro-1-methyl-1H-pyrazolo[3,4-d]pyrimidin-4-amine ClC1=NC(=C2C(=N1)N(N=C2)C)N